N-(4-(2-((6-fluoroquinolin-4-yl)amino)ethyl)phenyl)methanesulfonamide FC=1C=C2C(=CC=NC2=CC1)NCCC1=CC=C(C=C1)NS(=O)(=O)C